[C@@H]12N(C[C@@H](NC1)CC2)C=2C1=C(N=C(N2)OCC2(CC2)CN2CCOCC2)CN(CC1)C1=CC(=CC2=CC=CC(=C12)Br)O 4-(4-((1S,4S)-2,5-diazabicyclo[2.2.2]oct-2-yl)-2-((1-(morpholinomethyl)cyclopropyl)methoxy)-5,8-dihydropyrido[3,4-d]pyrimidin-7(6H)-yl)-5-bromonaphthalen-2-ol